3-((1'R,5'R)-5'-(tert-butyl)-2'-methylenecyclohexyl)propan-1-ol C(C)(C)(C)C1CCC(C(C1)CCCO)=C